3,5-bis(dimethylaminothiocarboxyoxy)-butoxybenzene CN(C)S=C(O)OC(CCOC1=CC=CC(=C1)OC(=SN(C)C)O)C